C1(CCC1)N1C(C(N(CC1)CC=1N=NC(=CC1)C1=CN=CO1)=O)=O 1-cyclobutyl-4-((6-(oxazol-5-yl)pyridazin-3-yl)methyl)piperazine-2,3-dione